CC(CC(=O)O)C(CC)C 3,4-dimethylhexanoic acid